FC(\C(=N/O)\C=1NC(=CN1)CC1=CC=NC=C1)(F)F (Z)-2,2,2-trifluoro-1-(5-(pyridin-4-yl-methyl)-1H-imidazol-2-yl)ethan-1-one oxime